N,N'-dimethylurea hexafluorophosphate F[P-](F)(F)(F)(F)F.CNC(=O)NC